6-(3-((Z)-((1R,2R,5R)-6,6-difluoro-2-methoxy-1,5-dimethyl-8-azabicyclo[3.2.1]octan-3-ylidene)methyl)-1,2,4-triazin-6-yl)isoquinolin-7-ol FC1([C@]2(C/C(/[C@H]([C@@](C1)(N2)C)OC)=C/C=2N=NC(=CN2)C=2C=C1C=CN=CC1=CC2O)C)F